ClC=1C=C(C=C(C1)Cl)C(CC(=O)O)N1N=CC2=CC(=CC=C12)OCCC1=NC=2NCCCC2C=C1 3-(3,5-dichlorophenyl)-3-(5-(2-(5,6,7,8-tetrahydro-1,8-naphthyridin-2-yl)-ethoxy)-1H-indazol-1-yl)propionic acid